di(tert-butyl)amine C(C)(C)(C)NC(C)(C)C